(S)-2-(2-((4-fluorobenzyl)thio)-4H-imidazo[4,5-b]pyridin-4-yl)-N-(o-tolyl)butanamide FC1=CC=C(CSC2=NC=3C(N(C=CC3)[C@H](C(=O)NC3=C(C=CC=C3)C)CC)=N2)C=C1